1-(4'-Chloro[1,1'-biphenyl]-3-yl)naphthalene ClC1=CC=C(C=C1)C1=CC(=CC=C1)C1=CC=CC2=CC=CC=C12